C(C1=CC=CC=C1)N1CCN(CC1)CC(CO)C 3-(4-benzylpiperazin-1-yl)-2-methylpropan-1-ol